8-(2-chloro-4-(2-(piperazin-1-yl)ethoxy)phenyl)-9-((3-methoxypyridin-2-yl)methyl)-6-(1-methylcyclopropoxy)-9H-purine ClC1=C(C=CC(=C1)OCCN1CCNCC1)C=1N(C2=NC=NC(=C2N1)OC1(CC1)C)CC1=NC=CC=C1OC